(S)-N-(1-(1-(pyrimidin-2-yl)-1H-1,2,4-triazol-5-yl)ethyl)-3,5-bis(trifluoromethyl)benzamide N1=C(N=CC=C1)N1N=CN=C1[C@H](C)NC(C1=CC(=CC(=C1)C(F)(F)F)C(F)(F)F)=O